3-(1-oxo-4-(piperidin-4-yl)isoindolin-2-yl)piperidine-2,6-dione O=C1N(CC2=C(C=CC=C12)C1CCNCC1)C1C(NC(CC1)=O)=O